BrC1=C(NN=C1)C1=C(C2=CC3=CC4=CC=CC=C4C=C3C=C2C=C1CCCCCBr)C#N 2-(4-bromo-2H-pyrazol-3-yl)-3-(5-bromopentyl)-1-naphthacenenitrile